Pertechnetate sodium [Na+].[Tc](=O)(=O)(=O)[O-]